FC(C=1N=NN(C1)NC1=CC=CC=C1)(F)F 4-(trifluoromethyl)-1H-1,2,3-triazol-1-yl-aniline